BrC1=CC2=C(SC(=C2)CO)C=C1 (5-bromobenzo[b]thiophen-2-yl)methanol